ClC1=CC=C(C=C1)C1(CC1)CNC=1C(NC(=CN1)C1=CC=CC=C1)=O 3-(((1-(4-chlorophenyl)cyclopropyl)methyl)amino)-2-oxo-6-phenylpyrazin